FC1=C(C=CC=C1)C=1N=NN(C1)CC(=O)O 2-(4-(2-fluorophenyl)-1H-1,2,3-triazol-1-yl)acetic acid